Ethyl (S)-3-(3',6-Dimethoxybiphenyl-3-yl)-3-(3-(4-hydroxy-1,6-dimethyl-2-oxo-1,2-dihydropyridin-3-yl)ureido)propanoat COC=1C=C(C=CC1)C1=CC(=CC=C1OC)[C@H](CC(=O)OCC)NC(=O)NC=1C(N(C(=CC1O)C)C)=O